(S)-2-aminopentane-1-ol N[C@H](CO)CCC